ClC1=NC=C2C=C(C=3N(C2=C1)N=CN3)C3=C(C(=CC=C3C)OC)C 8-chloro-4-(3-methoxy-2,6-dimethylphenyl)-[1,2,4]triazolo[1,5-a]1,6-naphthyridine